3-chloro-N-[(1S)-1-[2-(1-methyl-6-oxo-pyridazin-3-yl)-1,2,4-triazol-3-yl]ethyl]-5-(trifluoromethoxy)benzamide ClC=1C=C(C(=O)N[C@@H](C)C=2N(N=CN2)C2=NN(C(C=C2)=O)C)C=C(C1)OC(F)(F)F